1-pyrroline N1=CCCC1